(1r,3r)-3-((4-cyano-3-methoxyphenoxy)-2,2,4,4-tetramethylcyclobutyl)-2-(4-(hydroxymethyl)piperidin-1-yl)pyrimidine-5-ylFormamide C(#N)C1=C(C=C(OC2(C(CC2(C)C)(C)C)N2C(N=CC(=C2)NC=O)N2CCC(CC2)CO)C=C1)OC